aminoethyl-trimethylammonium chloride [Cl-].NCC[N+](C)(C)C